tris[2-(3-methylphenyl)-7-methyl-quinolinyl]iridium (III) CC=1C=C(C=CC1)C1=NC2=CC(=CC=C2C=C1[Ir](C=1C(=NC2=CC(=CC=C2C1)C)C1=CC(=CC=C1)C)C=1C(=NC2=CC(=CC=C2C1)C)C1=CC(=CC=C1)C)C